silecanon [Si]1(CCCCCCCCC1)=O